Tert-Butyl 6-[[6-(trifluoromethyl)pyridazin-3-yl]methylene]-2-azaspiro[3.3]heptane-2-carboxylate FC(C1=CC=C(N=N1)C=C1CC2(CN(C2)C(=O)OC(C)(C)C)C1)(F)F